5-cyano-N-(isoquinolin-7-yl)-2-(methylsulfonyl)benzamide C(#N)C=1C=CC(=C(C(=O)NC2=CC=C3C=CN=CC3=C2)C1)S(=O)(=O)C